NNC(=S)NC1=C(C(=CC(=C1)C(F)F)CN1C[C@@H](N(CC1)C(=O)C1CCC1)C)C 1-amino-3-[3-[[(3S)-4-(cyclobutanecarbonyl)-3-methyl-piperazin-1-yl]methyl]-5-(difluoromethyl)-2-methyl-phenyl]thiourea